N[C@@H](C(=O)O)CC1=CNC2=CN=CC=C21 (R)-2-amino-3-(1H-pyrrolo[2,3-c]pyridin-3-yl)propanoic acid